N-[2-{2-(2-hydroxyethoxy)ethoxy}ethyl]-methallylbicyclo[2.2.1]hept-5-ene-2,3-dicarboximide OCCOCCOCCN1C(=O)C2C3(C=CC(C2C1=O)C3)CC(C)=C